O1C=CC2(C=C1)C=CC1=C3C4=C(N=CN42)C=NC3=CC=C1 2,4,10a-triazaspiro[naphtho[2,1,8-cde]azulene-10,4'-pyran]